2,2'-di-(5,5,8,8-tetramethyl-5,6,7,8-tetrahydro-cyclopenta[b]naphthalene-2-yl)biphenyl CC1(C=2CC=3C(=CC2C(CC1)(C)C)C=C(C3)C3=C(C=CC=C3)C3=C(C=CC=C3)C=3C=C1C(=CC=2C(CCC(C2C1)(C)C)(C)C)C3)C